C(C1=CC=CC=C1)OC1=NC(=CC=C1C1=NN(C2=C(C=CC=C12)N1CCN(CC1)C(=O)[C@H]1[C@@H](CN(CC1)C(=O)OC(C)(C)C)C)C)OCC1=CC=CC=C1 tert-butyl (3s,4r)-4-(4-(3-(2,6-bis(benzyloxy) pyridin-3-yl)-1-methyl-1H-indazol-7-yl) piperazine-1-carbonyl)-3-methylpiperidine-1-carboxylate